O=C1NC2(CC(C2)C(=O)[O-])CO1 6-oxo-7-oxa-5-azaspiro[3.4]octane-2-carboxylate